Tert-butyl 4-(2-((methylsulfonyl)oxy)ethyl)-4,7-diazaspiro[2.5]octane-7-carboxylate CS(=O)(=O)OCCN1C2(CC2)CN(CC1)C(=O)OC(C)(C)C